C1=CN2C(=O)C3=C(NC2=N1)N=CN3 The molecule is a nucleobase analogue obtained by addition of an etheno group across positions 1 and N2 of guanine. It is an imidazopurine and a nucleobase analogue. It derives from a guanine.